ClC1=C(C=C2CCN(C2=C1)C1=NC=NC2=CC=C(C=C12)C=1C=C2C(=NC1)C=NN2)F 4-(6-chloro-5-fluoro-indolin-1-yl)-6-(1H-pyrazolo[4,3-b]pyridin-6-yl)quinazoline